naphthalen-2-yl-5-(4-hydroxyphenyl)-6-(4-(6-selenocyano-hexanamido) phenyl)-7-oxabicyclo[2.2.1]hept-5-ene-2-sulfonate C1=C(C=CC2=CC=CC=C12)OS(=O)(=O)C1C2C(=C(C(C1)O2)C2=CC=C(C=C2)O)C2=CC=C(C=C2)NC(CCCCC[Se]C#N)=O